ClC=1C=CC(=C(C1)C(C=C)=O)N1N=NC(=C1)Cl 1-(5-chloro-2-(4-chloro-1H-1,2,3-triazol-1-yl)phenyl)prop-2-en-1-one